potassium (cyclopropylsulfonyl)amide C1(CC1)S(=O)(=O)[NH-].[K+]